(2R,4r,6S)-2,6-dimethyltetrahydro-2H-pyran C[C@H]1O[C@H](CCC1)C